2-(5-((diphenylmethylene)amino)-5-(2-(6-fluoropyridin-2-yl)-1,6-naphthyridin-7-yl)pentyl)isoindoline-1,3-dione C1(=CC=CC=C1)C(C1=CC=CC=C1)=NC(CCCCN1C(C2=CC=CC=C2C1=O)=O)C1=NC=C2C=CC(=NC2=C1)C1=NC(=CC=C1)F